tert-butyl (3R)-3-({5-[4-amino-2-chloro-5-(methoxycarbonyl)phenyl]-1-trityl-1H-indazol-3-yl}carbamoyl)pyrrolidine-1-carboxylate NC1=CC(=C(C=C1C(=O)OC)C=1C=C2C(=NN(C2=CC1)C(C1=CC=CC=C1)(C1=CC=CC=C1)C1=CC=CC=C1)NC(=O)[C@H]1CN(CC1)C(=O)OC(C)(C)C)Cl